NC1(C(C=C(C=C1)N)N)CCCCCCCC\C=C/CCCCCCCCCCCCCC=O 1,2,4-triaminobenzenenervonaldehyde